trans-2-((tert-butyldiphenylsilyloxy)methyl)-N-(3-(2,6-dimethoxyphenyl)-1-((2-(trimethylsilyl)ethoxy)methyl)-1H-pyrrolo[2,3-b]pyridin-6-yl)-2-fluorocyclopropanecarboxamide [Si](C1=CC=CC=C1)(C1=CC=CC=C1)(C(C)(C)C)OC[C@@]1([C@@H](C1)C(=O)NC1=CC=C2C(=N1)N(C=C2C2=C(C=CC=C2OC)OC)COCC[Si](C)(C)C)F